ClC1=CC(=NC(=N1)C=1SC=C(N1)CF)NC1CCC(CC1)(F)F 6-chloro-N-(4,4-difluorocyclohexyl)-2-(4-(fluoromethyl)thiazol-2-yl)pyrimidin-4-amine